ClC=1C(=NC(=NC1)NC=1C=NC=C(C1)N1C(CCC1)=O)N1C(CC[C@@H]1C1=CC=CC=C1)=O (R)-1-(5-chloro-2-((5-(2-oxopyrrolidin-1-yl)pyridin-3-yl)amino)pyrimidin-4-yl)-5-phenylpyrrolidin-2-one